C(#N)C1=CC=C(O1)C(=O)NC1=CC(=C(C=C1)F)N1N=C2N=CC(=CC2=C1)C(C)C 5-cyano-N-{4-fluoro-3-[5-(propan-2-yl)-2H-pyrazolo[3,4-b]pyridin-2-yl]phenyl}furan-2-carboxamide